BrC1=CC=C(C=C1)[C@@H]1[C@@H]2CN(CCCC(N2[C@@H]1CN(C)C)C)C(=O)NC1=CC=C(C=C1)OC (8R,9S,10S)-9-(4-bromophenyl)-10-((dimethylamino)methyl)-N-(4-methoxyphenyl)-2-methyl-1,6-diazabicyclo[6.2.0]decane-6-carboxamide